5-chloro-N-(3-chloro-4-(4-(4-methylpiperazin-1-yl)piperidin-1-yl)phenyl)-4-(1H-indazol-1-yl)pyrimidin-2-amine ClC=1C(=NC(=NC1)NC1=CC(=C(C=C1)N1CCC(CC1)N1CCN(CC1)C)Cl)N1N=CC2=CC=CC=C12